COC1CCC2=C(C=3CCCC3C=C12)NC(=O)NS(=O)(=NC(C1=CC=CC=C1)(C1=CC=CC=C1)C1=CC=CC=C1)C=1C=NN2C1OCC(C2)(C)C N-((1-methoxy-1,2,3,5,6,7-hexahydro-s-indacen-4-yl)carbamoyl)-6,6-dimethyl-N'-trityl-6,7-dihydro-5H-pyrazolo[5,1-b][1,3]oxazine-3-sulfonimidamide